1-[(2,4-difluorophenyl)methyl]-3-{[4-(3-methoxypropoxy)phenyl]methyl}-1-(1-methylpiperidin-4-yl)urea FC1=C(C=CC(=C1)F)CN(C(=O)NCC1=CC=C(C=C1)OCCCOC)C1CCN(CC1)C